N1=CC=CC=2CCC(CC12)N 5,6,7,8-tetrahydro-quinolin-7-amine